4-(2-chloro-3-o-fluorophenylbenzyloxy)benzaldehyde ClC1=C(COC2=CC=C(C=O)C=C2)C=CC=C1C1=C(C=CC=C1)F